(S)-4-(difluoromethylene)-2-(hydroxymethyl)pyrrolidine-1-carboxylic acid tert-butyl ester C(C)(C)(C)OC(=O)N1[C@@H](CC(C1)=C(F)F)CO